C(=O)(O)C=1C=C(C=CC1C(=O)O)C12C(=O)OC(C1C(=CC=C2)C2=CC(=C(C=C2)C(=O)O)C(=O)O)=O 1,3-bis(3,4-dicarboxyphenyl)phthalic anhydride